N-tert-butyl-p-menthan-3-carboxamide C(C)(C)(C)NC(=O)C1CC(CCC1C(C)C)C